C(C)(C)(C)OC(=O)N1CC(C2=NC(=CC=C21)C=O)(C)C.C(C)C2=CC=C(C=C2)NC(C2C(CCCC2)=O)C2=CC=C(C=C2)[N+](=O)[O-] 2-(((4-ethylphenyl)amino)(4-nitrophenyl)methyl)cyclohexan-1-one Tert-butyl-5-formyl-3,3-dimethyl-1H,2H,3H-pyrrolo[3,2-b]pyridine-1-carboxylate